(±)-(4aR,13bS)-10,11-dichloro-4-methyl-1,2,3,4,4a,5,6,13b-octahydro-8H-[1,6]naphthyridino[5,6-b]quinazolin-8-one ClC=1C=C2C(N3C(=NC2=CC1Cl)[C@H]1CCCN([C@@H]1CC3)C)=O |r|